C[C@H]1CN(C[C@H](O1)C)C(=O)C=1C2=C(N(N1)CC(=O)N1CCN(CC1)C=1C=C(C=CC1)C)CCC2 2-(3-((2S,6R)-2,6-Dimethylmorpholin-4-carbonyl)-5,6-dihydrocyclopenta[c]pyrazol-1(4H)-yl)-1-(4-(m-tolyl)piperazin-1-yl)ethanon